N12C[C@H](C(CC1)CC2)OC(N[C@@H]2C(CCC1=CC(=C(C=C21)F)C2=CC(=C(C(=C2)C)OC(C)C)C)(C)C)=O (S)-quinuclidin-3-yl((R)-7-fluoro-6-(4-isopropoxy-3,5-dimethylphenyl)-2,2-dimethyl-1,2,3,4-tetrahydronaphthalen-1-yl)carbamate